4-cyclohexyl-3-(trifluoromethyl)phenol C1(CCCCC1)C1=C(C=C(C=C1)O)C(F)(F)F